3-(1,7-dimethyl-6-(1-(piperidin-4-ylmethyl)piperidin-4-yl)-1H-indazol-3-yl)piperidine-2,6-dione CN1N=C(C2=CC=C(C(=C12)C)C1CCN(CC1)CC1CCNCC1)C1C(NC(CC1)=O)=O